pyrroloisoindole C1=NC=C2C=CC=3C(=C12)C=CN3